C[C@@H]1[C@H](C(CC=C1)(C)C)C(C=CC)=O |r| 1-[(1RS,2SR)-2,6,6-trimethyl-3-cyclohexen-1-yl]-2-buten-1-one